CC=1C=C(C=C2C(NC(=NC12)C=1C=C2C(=CN1)SC=C2)=O)OCCC2CNCCC2 8-methyl-6-(2-piperidin-3-yl-ethoxy)-2-thieno[2,3-c]pyridin-5-yl-3H-quinazolin-4-one